3-[1-(2-Aminoacetyl)azetidin-3-yl]-1-sulfamoyl-pyrrole-2-carboxylic acid NCC(=O)N1CC(C1)C1=C(N(C=C1)S(N)(=O)=O)C(=O)O